(S)-4-((2-((2-methylpyridin-3-yl)oxy)ethyl)(4-(5,6,7,8-tetrahydro-1,8-naphthyridin-2-yl)butyl)amino)-2-(quinoxalin-2-ylamino)butanoic acid CC1=NC=CC=C1OCCN(CC[C@@H](C(=O)O)NC1=NC2=CC=CC=C2N=C1)CCCCC1=NC=2NCCCC2C=C1